ClC=1C=C(C=NC1)C=1C=NC=2N(C1)C=C(N2)COC2=CC=C(C=C2)F 6-(5-chloro-3-pyridinyl)-2-[(4-fluorophenoxy)methyl]imidazo[1,2-a]pyrimidine